Tert-butyl (1-(5-bromopyridin-2-yl)-4-formylpiperidin-4-yl)carbamate BrC=1C=CC(=NC1)N1CCC(CC1)(C=O)NC(OC(C)(C)C)=O